anti-Glutamate N[C@@H](CCC(=O)[O-])C(=O)[O-]